C(C)OC(C(N1CCOCC1)C1=CC(=C(C=C1)Br)F)=O 2-(4-Bromo-3-fluorophenyl)-2-morpholinoacetic acid ethyl ester